C(C)O[C@@H]1C[C@H](N(C1)C(=O)OCC1C2=CC=CC=C2C=2C=CC=CC12)C(=O)O (2S,4R)-4-ethoxy-1-(9H-fluoren-9-yl-methoxycarbonyl)pyrrolidin-2-carboxylic acid